1,2-dibromo-3-triethylsilyloxybut-1-ene BrC=C(C(C)O[Si](CC)(CC)CC)Br